2-Chloro-5-methyl-2',3',5,5',6',7-hexahydrospiro[imidazo[1,2-e]purine-8,4'-thiopyran] 1',1'-dioxide ClC=1N=CC=2N(C=3N(C2N1)C1(CCS(CC1)(=O)=O)CN3)C